CC1=C2N(CCN(C2=CC=C1)C=1C(N2CCCCOC=3C=CC=C(NC4=NC=C(C1)C2=N4)C3)=O)C(C=C)=O 15-(5-methyl-4-prop-2-enoyl-2,3-dihydroquinoxalin-1-yl)-8-oxa-2,13,19,20-tetrazatetracyclo[11.6.2.13,7.017,21]docosa-1(19),3,5,7(22),15,17,20-heptaen-14-one